ClC=1C=CC(=C(C1)NC(=S)NC(=O)NCCCCC1=CC(=CC=C1)C1=NN(C=N1)C1=CC=C(C=C1)OC(F)(F)F)C(C)C 1-[(5-chloro-2-isopropyl-phenyl)carbamothioyl]-3-[4-[3-[1-[4-(trifluoromethoxy)phenyl]-1H-1,2,4-triazol-3-yl]phenyl]butyl]urea